O=C1NC=C(C(N1)=O)N(C(C1=C(C=CC=C1)[N+](=O)[O-])=O)C N-(2,4-dioxo-1,2,3,4-tetrahydropyrimidin-5-yl)-N-methyl-2-nitrobenzamide